CC1([C@@H](N2C([C@H]([C@H]2S1)NC(CC1=CC=CC=C1)=O)=O)C(=O)OCC1CCCCC1)C Cyclohexylmethyl (2S,5R,6R)-3,3-dimethyl-7-oxo-6-(2-phenylacetamido)4-thia-1-azabicyclo[3.2.0]heptane-2-carboxylate